O=C1N(CCC(N1)=O)C=1C=C(C(=O)NCC2CCNCC2)C=CC1OC 3-(2,4-Dioxohexahydropyrimidin-1-yl)-4-methoxy-N-(4-piperidylmethyl)benzamide